2-(4-hydroxystyryl)-4H-benzopyran OC1=CC=C(C=CC=2OC3=C(CC2)C=CC=C3)C=C1